1-(3-(imidazo[1,2-a]pyridin-7-yl)-6-(3-methoxypropyl)pyrazin-2-yl)piperidine-4-carboxylic acid N=1C=CN2C1C=C(C=C2)C=2C(=NC(=CN2)CCCOC)N2CCC(CC2)C(=O)O